COC(=O)C=1N(C2=CC=CC=C2C1C(C(C)C)=O)COCC[Si](C)(C)C 3-isobutyryl-1-((2-(trimethylsilyl)ethoxy)methyl)-1H-indole-2-carboxylic acid methyl ester